1-cyclopropyl-N-[dideuterio-(4-ethanesulfonylphenyl)methyl]-2-[[2-(trifluoromethyl)phenyl]methyl]indole-5-carboxamide C1(CC1)N1C(=CC2=CC(=CC=C12)C(=O)NC(C1=CC=C(C=C1)S(=O)(=O)CC)([2H])[2H])CC1=C(C=CC=C1)C(F)(F)F